C(C1=CC=CC=C1)OC(=O)N[C@@H](CC(=O)OCC1=CC=CC=C1)C(=O)NCCCCCC(=O)N(CCO[C@@H]1[C@@H](O)[C@@H](O)[C@H](O)[C@H](O1)CO)CCO[C@@H]1[C@@H](O)[C@@H](O)[C@H](O)[C@H](O1)CO benzyl (s)-3-{[(benzyloxy)carbonyl]amino}-4-{[6-(bis{2-[(α-D-mannopyranosyl)oxy]ethyl}amino)-6-oxohexyl]amino}-4-oxobutanoate